2-chloro-3-(isonicotinamido)isonicotinamide ClC=1C(=C(C(=O)N)C=CN1)NC(C1=CC=NC=C1)=O